3-(1,3-dithian-2-yl)-4-(4-chlorophenyl)-1-phenyl-1H-pyrazole S1C(SCCC1)C1=NN(C=C1C1=CC=C(C=C1)Cl)C1=CC=CC=C1